S1C(=CC=C1)C1=NC2=CC=CC=C2C(N1)=O 2-(2-thienyl)-4[3H]quinazolinone